CN1C2=CC=CC=C2N(C=2C=CC=CC12)C1=C(C(=C(C(=C1N1C=2C=CC=CC2N(C2=CC=CC=C12)C)C1=CC=CC=C1)C1=CC=C(C=C1)C=1OC2=C(N1)C=CC=C2)C2=CC=CC=C2)C2=CC=C(C=C2)C=2OC1=C(N2)C=CC=C1 2,2'-(4',5'-bis(10-methylphenazin-5(10H)-yl)-2',6'-diphenyl-[1,1':3',1''-terphenyl]-4,4''-diyl)bis(benzo[d]oxazole)